2,2-dimethyl-N-[10-methyl-7-oxo-4-[1-(2-trimethylsilylethoxymethyl)pyrazol-4-yl]-12-oxa-5-thia-8-azatricyclo[7.4.0.02,6]trideca-1(9),2(6),3-trien-10-yl]propanamide CC(C(=O)NC1(C=2NC(C=3SC(=CC3C2COC1)C=1C=NN(C1)COCC[Si](C)(C)C)=O)C)(C)C